4-(propane-1-yne-1-yl)-1H-indazole-7-carboxamide C(#CC)C1=C2C=NNC2=C(C=C1)C(=O)N